2-(3-methoxy-4-(methylamino)phenyl)-N,N-dimethylacetamide COC=1C=C(C=CC1NC)CC(=O)N(C)C